(3S)-7-((2S,5R)-4-acryloyl-2,5-dimethyl-piperazin-1-yl)-9-chloro-10-(2,4-difluoro-phenyl)-3-((1,1-dioxido-thiomorpholino)methyl)-2H-[1,4]oxazino[2,3,4-ij]quinazolin-5(3H)-one C(C=C)(=O)N1C[C@@H](N(C[C@H]1C)C1=NC(N2C3=C(C(=C(C=C13)Cl)C1=C(C=C(C=C1)F)F)OC[C@@H]2CN2CCS(CC2)(=O)=O)=O)C